N,N-dimethyl-1-(5-(4,4,5,5-tetramethyl-1,3,2-dioxaborolan-2-yl)benzo[d]thiazol-2-yl)Methanamine CN(CC=1SC2=C(N1)C=C(C=C2)B2OC(C(O2)(C)C)(C)C)C